ClC=1C=C(C=CC1C(N(C)C)=O)C1=NN=C(S1)N1CC2(C1)CCN(CC2)C(=O)OC(C)(C)C tert-butyl 2-(5-(3-chloro-4-(dimethylcarbamoyl) phenyl)-1,3,4-thiadiazol-2-yl)-2,7-diazaspiro[3.5]nonane-7-carboxylate